(R,S)-ethyl-2-((((2-(2-amino-6-methoxy-9H-purin-9-yl)-ethoxy)-methyl)-(benzyloxy)-phosphoryl)-amino)-propionate C(C)OC([C@@H](C)N[P@@](=O)(OCC1=CC=CC=C1)COCCN1C2=NC(=NC(=C2N=C1)OC)N)=O